(2-(4-acetamidophenyl)-7-bromoquinolin-4-yl) methacrylate C(C(=C)C)(=O)OC1=CC(=NC2=CC(=CC=C12)Br)C1=CC=C(C=C1)NC(C)=O